CN(CC(=O)NC=1C=C(C=C(C(=O)O)C1)C(=O)O)C 5-[2-(dimethylamino)acetamido]isophthalic acid